NCC(C(C)(O)C)O 1-amino-3-methylbutane-2,3-diol